1,1,1-tris(3,5-dibromo-4-hydroxyphenyl)-ethane BrC=1C=C(C=C(C1O)Br)C(C)(C1=CC(=C(C(=C1)Br)O)Br)C1=CC(=C(C(=C1)Br)O)Br